N1(CCCC1)C1=NC=C(C=N1)N1N=CC2=CC=C(C=C12)OC1C=2C=CC(=CC2CCC1)C#N 5-((1-(2-(Pyrrolidin-1-yl)pyrimidin-5-yl)-1H-indazol-6-yl)oxy)-5,6,7,8-tetrahydronaphthalene-2-carbonitrile